(2-bromo-5-(bromomethyl)phenyl)methanol BrC1=C(C=C(C=C1)CBr)CO